2-(bicyclo[2.2.2]octan-1-yl)-4-bromo-2H-indazole C12(CCC(CC1)CC2)N2N=C1C=CC=C(C1=C2)Br